tert-butyl (S)-4-(2-(4-(2-(2-hydroxyphenyl)-5,6,6a,7,9,10-hexahydro-8H-pyrazino[1',2':4,5]pyrazino[2,3-c]pyridazin-8-yl)piperidin-1-yl)ethyl)piperazine-1-carboxylate OC1=C(C=CC=C1)C=1C=C2C(=NN1)NC[C@@H]1N2CCN(C1)C1CCN(CC1)CCN1CCN(CC1)C(=O)OC(C)(C)C